C(C)(C)(C)OC(CC(=O)O[Mg]OC(CC(OC(C)(C)C)=O)=O)=O bis[(3-tert-butoxy-3-oxo-propionyl)oxy]magnesium